1-[4-amino-8-(trans-4-aminocyclohexoxy)-5,5-dimethyl-6H-benzo[h]quinazolin-7-yl]-2H-pyrrol-5-one NC1=NC=NC=2C3=C(CC(C12)(C)C)C(=C(C=C3)O[C@@H]3CC[C@H](CC3)N)N3CC=CC3=O